2-[1-(2,2-difluoroethyl)-1H-pyrazolo[3,4-b]pyrazin-6-yl]-6-({[6-(trifluoromethyl)pyridin-2-yl]oxy}methyl)-2-azaspiro[3.3]heptane FC(CN1N=CC=2C1=NC(=CN2)N2CC1(C2)CC(C1)COC1=NC(=CC=C1)C(F)(F)F)F